N,N-bis(2-hydroxyethyl)-N-methyl-benzenemethanaminium OCC[N+](CC1=CC=CC=C1)(C)CCO